CC(C)(C)[S@@](=O)N[C@@H]1CCCC12CCN(CC2)C2=NC(=CC(=N2)C#N)C (R)-2-methyl-N-((R)-8-(4-cyano-6-methylpyrimidin-2-yl)-8-azaspiro[4.5]decan-1-yl)-propane-2-sulfinamide